S1C2=C(C(=C1)[Mg]Br)C=CC=C2 benzo[b]thiophen-3-yl-magnesium bromide